((benzyloxy)methyl)tetrahydro-2H-pyran-3-carboxylic acid C(C1=CC=CC=C1)OCC1OCCCC1C(=O)O